4-((3-(7-(((3S,4R)-3-fluoro-1-methylpiperidin-4-yl)amino)-3-vinylpyrazolo[1,5-a]pyridin-2-yl)prop-2-yn-1-yl)amino)-3-methoxy-N,N-dimethylbenzenesulfonamide F[C@H]1CN(CC[C@H]1NC1=CC=CC=2N1N=C(C2C=C)C#CCNC2=C(C=C(C=C2)S(=O)(=O)N(C)C)OC)C